(2S)-2-(4-(2-bromo-3-(1-(3-(2-Hydroxy-7-azaspiro[3.5]nonan-7-yl)propyl)indoline-4-yl)benzyloxy)-5-chloro-2-((pyridin-3-yl)methyl-Oxy)benzylamino)-3-hydroxybutanoic acid BrC1=C(COC2=CC(=C(CN[C@H](C(=O)O)C(C)O)C=C2Cl)OCC=2C=NC=CC2)C=CC=C1C1=C2CCN(C2=CC=C1)CCCN1CCC2(CC(C2)O)CC1